6-(4,4,5,5-tetramethyl-1,3,2-dioxaborolan-2-yl)pyridin-2(1H)-one CC1(OB(OC1(C)C)C1=CC=CC(N1)=O)C